FC1=C(C(=C(C=C1OC)OC)F)C1=NC(=C2C=C(N=CC2=C1)N[C@H]1[C@H](COC1)NC(C=C)=O)N1CC(OCC1)C N-((3R,4S)-4-((7-(2,6-difluoro-3,5-dimethoxyphenyl)-5-(2-methylmorpholino)-2,6-naphthyridin-3-yl)amino)tetrahydro-furan-3-yl)acrylamide